OC[C@H]1N(C[C@@H]([C@H]([C@@H]1O)O)O)CCCC1=C(C=CC=C1)OCCC (2R,3R,4R,5S)-2-(hydroxymethyl)-1-(3-(2-propoxyphenyl)propyl)piperidine-3,4,5-triol